2,2,2-trifluoroethyl 2,6-dihydroxy-5'-methyl-4-pentyl-1',2',3',4'-tetrahydro-[1,1'-biphenyl]-3-sulfonate OC1=C(C(=CC(=C1S(=O)(=O)OCC(F)(F)F)CCCCC)O)C1CCCC(=C1)C